1-(2-methylallyl)piperidine CC(CN1CCCCC1)=C